[Fe].[AsH3] arsine iron